COCCONC(C1=CC=CC=C1)=O N-(2-methoxyethoxy)benzamide